CC1C(CCC(=C1)C)C=O 2,4-di-methyl-3-cyclohexene-1-carboxaldehyde